2-methoxy-6-(1-methylcyclopropyl)pyridin-4-amine COC1=NC(=CC(=C1)N)C1(CC1)C